(Z)-11-Tetradecenyl acetate C(C)(=O)OCCCCCCCCCC\C=C/CC